C(C=C)(=O)O.OC(C)COC1=CC=CC=C1 2-hydroxy-3-phenoxypropane acrylate